(S)-1-(7-(5-chloro-3-(2-chlorophenyl)pyrazolo[1,5-a]pyridine-2-carbonyl)-5,5-difluoro-8-methyl-2,7-diazaspiro[3.5]nonan-2-yl)prop-2-en-1-one ClC1=CC=2N(C=C1)N=C(C2C2=C(C=CC=C2)Cl)C(=O)N2CC(C1(CN(C1)C(C=C)=O)C[C@@H]2C)(F)F